FC=1C(=C(C=C(C1)C(C)C)[C@@H](C(=O)O)N1C[C@@H](CC1)N(CCOCCC1=NC=2NCCCC2C=C1)CC(C)C)OC (S)-2-(3-fluoro-5-isopropyl-2-methoxyphenyl)-2-((R)-3-(isobutyl(2-(2-(5,6,7,8-tetrahydro-1,8-naphthyridin-2-yl)ethoxy)ethyl)amino)pyrrolidin-1-yl)acetic acid